C1CC12N(CCC2)CCNC(=O)C2=CC(=C(S2)NC(=O)C=2C=NN1C2SC(=C1)C=1C=NN(C1)C)C N-(5-((2-(4-azaspiro[2.4]hept-4-yl)ethyl)carbamoyl)-3-methylthiophene-2-yl)-2-(1-methyl-1H-pyrazol-4-yl)pyrazolo[5,1-b]thiazole-7-carboxamide